CN(CC(CNC(=O)C=1N(N=C2C=CC(=CC12)OCC1=NC=CC=C1)C)(C)C)C N-[3-(dimethylamino)-2,2-dimethylpropyl]-2-methyl-5-[(pyridin-2-yl)methoxy]-2H-indazole-3-carboxamide